di-octadecyl-ethylenediamine diacetic acid C(C)(=O)O.C(C)(=O)O.C(CCCCCCCCCCCCCCCCC)NCCNCCCCCCCCCCCCCCCCCC